C(CCCCC)C(CCCCCC)OC(CCCCCN1[C@@H](CC(C1)O)C(=O)OCCCCCCCC(=O)OC(CCCCCCCC)CCCCCCCC)=O [8-(1-octylnonoxy)-8-oxo-octyl] (2S)-1-[6-(1-hexylheptoxy)-6-oxo-hexyl]-4-hydroxy-pyrrolidine-2-carboxylate